C(CCC)C(COC(CCCCCC(=O)O)=O)CCCCCC 7-((2-butyloctyl)oxy)-7-oxoheptanoic acid